ClC=1C=C(CN=C=O)C=CC1Cl 3,4-Dichlorobenzylisocyanat